(1s,2s,5r)-1-hydroxy-2-isopropyl-5-methylcyclohexane-1-carbaldehyde O[C@@]1([C@@H](CC[C@H](C1)C)C(C)C)C=O